7,9-difluoro-2-(pyrazin-2-yl)-3,5-dihydro-4H-chromeno[2,3-d]Pyrimidine FC=1C=C2CC3=C(N=C(NC3)C3=NC=CN=C3)OC2=C(C1)F